C(CCC)OC=1N=C(C2=C(N1)C(=CN2)CC2=CC(=CC=C2)CN2CCOCC2)N 2-butoxy-7-(3-(morpholinomethyl)benzyl)-5H-pyrrolo[3,2-d]pyrimidin-4-amine